2-chloro-N-(1-(2-(4-chlorophenyl)hydrazine-1-carbonyl)cyclobutyl)nicotinamide ClC1=C(C(=O)NC2(CCC2)C(=O)NNC2=CC=C(C=C2)Cl)C=CC=N1